2-(2-(2-((4-(hydroxymethyl)-3-nitrobenzyl)amino)ethoxy)ethyl)pentanamide OCC1=C(C=C(CNCCOCCC(C(=O)N)CCC)C=C1)[N+](=O)[O-]